S1C(=CC=C1)S(=O)(=O)OC=CC1=CC=C(C=C1)C.[Te] (E)-tellurium (4-methyl styryl) thiophene-2-sulfonate